COC1([SiH2]CCC1)OC 2,2-dimethoxy-silacyclopentane